tert-butyl (2-methoxypyridin-3-yl)carbamate COC1=NC=CC=C1NC(OC(C)(C)C)=O